FC=1C(=C2N=CC=NC2=C(C1)F)COC=1C(=CC(=C(N)C1)F)OC 5-[(6,8-difluoroquinoxalin-5-yl)methoxy]-2-fluoro-4-methoxyaniline